7-(1-cyclopropyl-1,2,3,6-tetrahydropyridin-4-yl)-2-(4,6-dimethylpyrazolo[1,5-a]pyrazin-2-yl)-9-methyl-4H-pyrido[1,2-a]pyrimidin-4-one C1(CC1)N1CCC(=CC1)C=1C=C(C=2N(C(C=C(N2)C2=NN3C(C(=NC(=C3)C)C)=C2)=O)C1)C